1-(4-((5-(5-(difluoromethyl)-1,3,4-oxadiazol-2-yl)pyrimidin-2-yl)amino)-4-(4-fluorophenyl)piperidin-1-yl)ethan-1-one FC(C1=NN=C(O1)C=1C=NC(=NC1)NC1(CCN(CC1)C(C)=O)C1=CC=C(C=C1)F)F